ClC=1C(=C(C=CC1)NC(=S)C=1C(NCCC1NCC1=C(C=NC=C1)OCC1(OCC1)CC)=O)OC N-(3-chloro-2-methoxyphenyl)-4-[({3-[(2-ethyloxetan-2-yl)methoxy]pyridin-4-yl}methyl)amino]-2-oxo-1,2,5,6-tetrahydropyridine-3-carbothioamide